2-Fluoro-N-[4-[(E)-3-[4-[2-hydroxyethyl(methyl)amino]phenyl]prop-2-enoyl]phenyl]-6-(trifluoromethyl)benzamide FC1=C(C(=O)NC2=CC=C(C=C2)C(\C=C\C2=CC=C(C=C2)N(C)CCO)=O)C(=CC=C1)C(F)(F)F